N,N-bis(3-methoxybenzyl)-4-(((tetrahydro-2H-pyran-4-yl)amino)methyl)thiazol-2-amine COC=1C=C(CN(C=2SC=C(N2)CNC2CCOCC2)CC2=CC(=CC=C2)OC)C=CC1